3-{4-[(5-fluoro-2-methylphenyl)sulfamoyl]phenyl}-1-(pyridin-3-ylmethyl)urea FC=1C=CC(=C(C1)NS(=O)(=O)C1=CC=C(C=C1)NC(NCC=1C=NC=CC1)=O)C